NC(C(=O)O)C(C(C)O)C 2-amino-4-hydroxy-3-methyl-valeric acid